CC(CC)C1=C(C(=CN1C=1C(=NC(=NC1)OC)OC)C(=O)NC1=C(C=CC(=C1)Cl)F)C1(C(NC2=CC(=CC=C12)Cl)=O)O 5-(butan-2-yl)-N-(5-chloro-2-fluorophenyl)-4-(6-chloro-3-hydroxy-2-oxo-2,3-dihydro-1H-indol-3-yl)-1-(2,4-dimethoxypyrimidin-5-yl)-1H-pyrrole-3-carboxamide